1-(3-Hydroxy-4-methoxyphenyl)ethane-1,2-diol OC=1C=C(C=CC1OC)C(CO)O